CN(C=1C=C(C=CC1N1CCCCC1)NC1=CC=C2C(N(NC2=C1)C)=O)C 6-((3-(Dimethylamino)-4-(piperidin-1-yl)phenyl)amino)-2-methyl-1,2-dihydro-3H-indazol-3-one